FC1=C(C=CC=C1)C#CC1=CC=C(C(=O)NCC2CC(C2)O)C=C1 4-((2-fluorophenyl)ethynyl)-N-(((1r,3r)-3-hydroxycyclobutyl)methyl)benzamide